potassium allylmalonate C(C=C)C(C(=O)[O-])C(=O)[O-].[K+].[K+]